ClC=1C2=C(N=C(N1)OCC)SC(=C2)C 4-chloro-2-ethoxy-6-methylthieno[2,3-d]pyrimidine